1,3-bis(2,6-diisopropylphenyl)imidazolium C(C)(C)C1=C(C(=CC=C1)C(C)C)N1C=[N+](C=C1)C1=C(C=CC=C1C(C)C)C(C)C